C(CC)C1=CC=C(C=C1)C1=CC=C(C=C1)NC[C@H]1N(CCC1)C(=O)OC(C)(C)C tert-butyl (2S)-2-[({4'-propyl-[1,1'-biphenyl]-4-yl}amino)methyl]pyrrolidine-1-carboxylate